CCCCNC1=CC=C(C=C1)C(=O)OCCOCCOCCOCCOCCOCCOCCOCCOCCOC The molecule is the ester obtained by formal condensation of 4-butylaminobenzoic acid with nonaethylene glycol monomethyl ether. Structurally related to procaine and benzocaine, it has an anaesthetic effect on the stretch sensors in the lungs, and is used as a non-narcotic cough suppressant. It has a role as an antitussive and an anaesthetic. It is a benzoate ester, a substituted aniline and a secondary amino compound. It derives from a 4-(butylamino)benzoic acid and a nonaethylene glycol monomethyl ether.